NCCONC(C1=C(C=C(C=C1)NC=1C=2N(C=CN1)C(=CN2)C=2C(=NN(C2)CC#N)C(F)(F)F)CC)=O N-(2-aminoethoxy)-4-[[3-[1-(cyanomethyl)-3-(trifluoromethyl)pyrazol-4-yl]imidazo[1,2-a]pyrazin-8-yl]amino]-2-ethylbenzamide